C1(CCC1)C1=C(N)C=CC=C1 2-cyclobutylaniline